(R)-N-(2-methyl-4-(N-(1-(1-methylpiperidin-4-yl)ethyl)sulfamoyl)phenyl)bicyclo[2.2.2]oct-ane-1-carboxamide CC1=C(C=CC(=C1)S(N[C@H](C)C1CCN(CC1)C)(=O)=O)NC(=O)C12CCC(CC1)CC2